2-cyclohexyl aminobenzoate NC1=C(C(=O)OC2CCCCC2)C=CC=C1